tetracosazene N=NNNNNNNNNNNNNNNNNNNNNNN